2-amino-6-{[(2-cyclooctynyloxy)carbonyl]amino}hexanoic acid NC(C(=O)O)CCCCNC(=O)OC1C#CCCCCC1